FC=1C=C(C=CC1F)NC(N(C)[C@H]1CCC2=CC(=CC=C12)F)=O (S)-3-(3,4-difluorophenyl)-1-(5-fluoro-2,3-dihydro-1H-inden-1-yl)-1-methylurea